ammonium bisulfite salt S([O-])(O)=O.[NH4+]